ethyl (E)-3-[3-[(1R,2S)-2-fluorocyclopropyl]-1,2,4-oxadiazol-5-yl]prop-2-enoate F[C@@H]1[C@H](C1)C1=NOC(=N1)/C=C/C(=O)OCC